3-methyl-5-(2-(4-methylpiperazin-1-yl)-2-oxoethyl)pyridin CC=1C=NC=C(C1)CC(=O)N1CCN(CC1)C